CN1CCC(CC1)CCNC(=O)C1(CC2=CC=CC=C2C1)CC(=O)O 2-[2-[2-(1-methyl-4-piperidyl)ethylcarbamoyl]indan-2-yl]acetic acid